2,3-di(tetradecoxy)propyl-(2-hydroxyethyl)-dimethylazanium bromide [Br-].C(CCCCCCCCCCCCC)OC(C[N+](C)(C)CCO)COCCCCCCCCCCCCCC